5-(2-(Dimethylamino)ethyl)-8-(6-methoxypyridin-3-yl)-1-(4-morpholino-3-(trifluoromethyl)phenyl)-1,5-Dihydro-4H-[1,2,3]triazolo[4,5-c]quinolin-4-one CN(CCN1C(C2=C(C=3C=C(C=CC13)C=1C=NC(=CC1)OC)N(N=N2)C2=CC(=C(C=C2)N2CCOCC2)C(F)(F)F)=O)C